2-((3-chloro-4-fluorophenyl)((3-(trifluoromethoxy)benzyl)oxy)methyl)-5-methyl-4-(methylsulfonyl)-1H-imidazole ClC=1C=C(C=CC1F)C(C=1NC(=C(N1)S(=O)(=O)C)C)OCC1=CC(=CC=C1)OC(F)(F)F